TRIS(trimethylsiloxy)propylmethylsilane (trimethylsiloxy)propylmethacrylate C[Si](OCCCOC(C(=C)C)=O)(C)C.C[Si](OC(CC[SiH2]C)(O[Si](C)(C)C)O[Si](C)(C)C)(C)C